3-(2-oxo-4-(piperidin-4-yl)piperazin-1-yl)piperidine-2,6-dione O=C1N(CCN(C1)C1CCNCC1)C1C(NC(CC1)=O)=O